chloroethyl-nitrosourea ClCCN(C(=O)N)N=O